cis-tert-butyl 3-((5-fluoro-4-(6-(3-oxomorpholino)pyridin-2-yl)pyrimidin-2-yl)amino)cyclohexane-1-carboxylate FC=1C(=NC(=NC1)N[C@H]1C[C@H](CCC1)C(=O)OC(C)(C)C)C1=NC(=CC=C1)N1C(COCC1)=O